(R)-(6R)-N'-((1,2,3,5,6,7-hexahydro-s-indacen-4-yl)carbamoyl)-6-(methylamino)-6,7-dihydro-5H-pyrazolo[5,1-b][1,3]oxazine-3-sulfonimidamide C1CCC2=C(C=3CCCC3C=C12)NC(=O)N=[S@](=O)(N)C=1C=NN2C1OC[C@@H](C2)NC